P(=O)(OC1=C(C(=C(C(=C1CCCCCCCCCCCCCCCCCC)C(C)(C)C)O)C(C)(C)C)CCCCCCCCCCCCCCCCCC)([O-])[O-] di-n-octadecyl-3,5-di-tert-butyl-4-hydroxyphenyl phosphate